FC1CCN(CC1)C1=NC(=CC(=N1)C=1C=NN(C1)C1=C(C=C(C=C1)[N+](=O)[O-])N1CCC2(CC2)CC1)C 6-(2-(4-(2-(4-Fluoropiperidin-1-yl)-6-methylpyrimidin-4-yl)-1H-pyrazol-1-yl)-5-nitrophenyl)-6-azaspiro[2.5]octane